N-[(4-cyclopropanesulfonylpyridin-2-yl)methyl]-1-(6-ethoxypyrazin-2-yl)imidazole-4-carboxamide C1(CC1)S(=O)(=O)C1=CC(=NC=C1)CNC(=O)C=1N=CN(C1)C1=NC(=CN=C1)OCC